FC1=C(CN2CCN(C3=CC=CC=C23)C(=O)NC[C@@H]2CN(CC2)C(=O)OC(C)(C)C)C=CC=C1 tert-butyl (R)-3-((4-(2-fluorobenzyl)-1,2,3,4-tetrahydroquinoxaline-1-carboxamido)methyl)pyrrolidine-1-carboxylate